5-bromo-6-cyclopentyl-2-(1-propyl-1H-pyrazol-4-yl)-4(3H)-pyrimidinone BrC=1C(NC(=NC1C1CCCC1)C=1C=NN(C1)CCC)=O